tert-butyl (4S)-4-(3-azidopropyl)-2,2-bis(trideuterio methyl)pyrrolidine-1-carboxylate N(=[N+]=[N-])CCC[C@H]1CC(N(C1)C(=O)OC(C)(C)C)(C([2H])([2H])[2H])C([2H])([2H])[2H]